Aminoacetic acid 7-[4-(4-benzo[b]thiophen-4-ylpiperazin-1-yl)butoxy]-2-oxo-3,4-dihydro-2H-quinolin-1-ylmethyl ester S1C2=C(C=C1)C(=CC=C2)N2CCN(CC2)CCCCOC2=CC=C1CCC(N(C1=C2)COC(CN)=O)=O